O=C1N(C([C@@H]2C3C=CC([C@H]12)C3)=O)CCCCCC(=O)NCCCO 6-((3aR,7aS)-1,3-dioxo-1,3,3a,4,7,7a-hexahydro-2H-4,7-methanoisoindol-2-yl)-N-(3-hydroxypropyl)hexanamide